P(=O)(OCC1CO1)(OCC1CO1)OCC1CO1 tri(2,3-epoxypropyl) phosphate